ethyl (E)-3-(1-benzyl-3-((tert-butoxycarbonyl)amino)pyrrolidin-3-yl)acrylate C(C1=CC=CC=C1)N1CC(CC1)(NC(=O)OC(C)(C)C)/C=C/C(=O)OCC